O=C1NC(CCC1C1=NN(C2=CC(=CC=C12)C1CCN(CC1)C[C@H]1[C@H](CN(CC1)C(=O)OC(C)(C)C)C)C)=O tert-butyl (3r,4r)-4-((4-(3-(2,6-dioxopiperidin-3-yl)-1-methyl-1H-indazol-6-yl) piperidin-1-yl) methyl)-3-methylpiperidine-1-carboxylate